C(CCC)[P](CCOC)(CCCC)CCCC tributyl-(2-methoxyl-ethyl)phosphorus